FC(C1(CC1)NC(=O)C=1C2=CC=CC2=CC1)(F)F pentalene-4-carboxylic acid (1-trifluoromethyl-cyclopropyl)-amide